1,4-bis[2-(2-pyridyl)ethylsulfanyl]butane-2,3-diol N1=C(C=CC=C1)CCSCC(C(CSCCC1=NC=CC=C1)O)O